(1S,2S,5R)-3-(2-(3-acetyl-5-(2-methylpyrimidin-5-yl)-1H-indazol-1-yl)acetyl)-N-(6-bromo-3-methylpyridin-2-yl)3-azabicyclo[3.1.0]hexane-2-carboxamide C(C)(=O)C1=NN(C2=CC=C(C=C12)C=1C=NC(=NC1)C)CC(=O)N1[C@@H]([C@H]2C[C@H]2C1)C(=O)NC1=NC(=CC=C1C)Br